5-Chloro-N-(4-(N-((1,2,3,5,6,7-hexahydro-s-indacen-4-yl)carbamoyl)sulfamoyl)phenethyl)-2-methoxybenzamide ClC=1C=CC(=C(C(=O)NCCC2=CC=C(C=C2)S(NC(NC2=C3CCCC3=CC=3CCCC23)=O)(=O)=O)C1)OC